C1(CCCC1)C=1C(=NC=CC1)C=1OC(=NN1)CNC1=CC=C(C=C1)F cyclopentyl-2-(5-{[(4-fluorophenyl)amino]methyl}-1,3,4-oxadiazol-2-yl)pyridine